C(=O)O.N[C@H]1C[C@H](CC1)OC1=C(C=CC=C1)C1=CC(=NN1)NC=1N=CC(=NC1)C#N 5-((5-(2-(((1S,3R)-3-aminocyclopentyl)oxy)phenyl)-1H-pyrazol-3-yl)amino)pyrazine-2-carbonitrile formate salt